OC(CC=1C=C2C(=CNC2=CC1)NC(=O)C1CC1)CC1=CC=C(C=C1)C(F)(F)F N-(5-(2-hydroxy-3-(4-(trifluoromethyl)phenyl)propyl)-1H-indol-3-yl)cyclopropanecarboxamide